COC(=O)C=1SC(=CC1NC(=O)OC1=CC=CC=C1)C1=C(C=CC(=C1)OC)Cl 5-(2-chloro-5-methoxyphenyl)-3-((phenoxycarbonyl)amino)thiophene-2-carboxylic acid methyl ester